ClC1=C(C=C(OCCCC2=C(N(C3=C(C=CC=C23)C=2C(=NN(C2C)C)C)CCN2CCNCC2)C(=O)O)C=C1C)C 3-(3-(4-chloro-3,5-dimethylphenoxy)propyl)-1-(2-(piperazin-1-yl)ethyl)-7-(1,3,5-trimethyl-1H-pyrazol-4-yl)-1H-indole-2-carboxylic acid